3-Amino-6-(2-(methyl-d3)-5-(1,1,1-trifluoro-2,3-dihydroxypropan-2-yl)phenyl)-N-(tetrahydro-2H-pyran-4-yl)pyrazine-2-carboxamide NC=1C(=NC(=CN1)C1=C(C=CC(=C1)C(C(F)(F)F)(CO)O)C([2H])([2H])[2H])C(=O)NC1CCOCC1